NC1=NC=CC(=C1Cl)OC1=C(C=C(C=C1)C1=NN(C(=C1C(=O)N)C(F)(F)F)C=1SC=C(N1)C)F (4-((2-amino-3-chloropyridin-4-yl)oxy)-3-fluorophenyl)-1-(4-methylthiazol-2-yl)-5-(trifluoromethyl)-1H-pyrazole-4-carboxamide